2-(4-(4-((1-cyclopropyl-3-(tetrahydro-2H-pyran-4-yl)-1H-pyrazol-4-yl)oxy)quinolin-7-yl)pyridin-2-yl)propan-2-ol C1(CC1)N1N=C(C(=C1)OC1=CC=NC2=CC(=CC=C12)C1=CC(=NC=C1)C(C)(C)O)C1CCOCC1